(S)-N-(3-(4-chlorophenyl)pyrrolidin-3-yl)-6-isopropoxypyridine-3-sulfonamide ClC1=CC=C(C=C1)[C@@]1(CNCC1)NS(=O)(=O)C=1C=NC(=CC1)OC(C)C